((1H-pyrrol-2-yl)methylene)succinonitrile N1C(=CC=C1)C=C(C#N)CC#N